4-(methylsulfonyl)-N-(2-(piperidin-1-yl)phenyl)benzenesulfonamide CS(=O)(=O)C1=CC=C(C=C1)S(=O)(=O)NC1=C(C=CC=C1)N1CCCCC1